1-(3-(5-amino-3-(3-chloro-4-((4-methoxypyridin-2-yl)oxy)phenyl)imidazo[1,5-c]pyrimidin-1-yl)pyrrolidin-1-yl)but-2-yn-1-one NC1=NC=CC=2N1C(=NC2C2CN(CC2)C(C#CC)=O)C2=CC(=C(C=C2)OC2=NC=CC(=C2)OC)Cl